tert-butyl 2-(3-cyclopropyl-1-methyl-1H-indazol-4-yl)acetate C1(CC1)C1=NN(C2=CC=CC(=C12)CC(=O)OC(C)(C)C)C